CC1(OC1)CC(C)(C)C 2-Methyl-2-neopentyloxirane